BrC1=CC=C(OC2=CC=C(C=C2)[SH2+])C=C1 4-(4-bromophenoxy)phenylsulfonium